C1=CC(=C(C(=C1)I)Cl)Cl 2,3-dichloroiodobenzene